O[C@@](CC(=O)NC1=NN2C(C=C(C=C2)C(F)(F)F)=C1C1=CC=C(C=C1)C)(C)C1=NC=CC=C1 (R)-3-hydroxy-3-(pyridin-2-yl)-N-(3-(p-tolyl)-5-(trifluoromethyl)pyrazolo[1,5-a]pyridin-2-yl)butanamide